CC(CCCC(=O)O)CCCC(CCCC(CCCC(C)C)C)C 5,9,13,17-tetramethyloctadecanoic acid